4-(phenylsulfanyl)-3-methylphenyldiphenylsulfonium hexafluorophosphate F[P-](F)(F)(F)(F)F.C1(=CC=CC=C1)SC1=C(C=C(C=C1)[S+](C1=CC=CC=C1)C1=CC=CC=C1)C